C(C=C)(=O)NC=1C=C(C=CC1)C1=C2N(N=C1)C=C(N2)C2=CC=C(C=C2)OC2=CC=CC=C2 7-(3-acrylamidophenyl)-2-(4-phenoxyphenyl)-1H-imidazo[1,2-b]Pyrazole